C(C)N1C(NC2=CC(=CC=C2C1=O)C=1C=C(C(=O)NC=2C=CC(=NC2F)C(=O)NC)C=CC1)=O 5-(3-(3-ethyl-2,4-dioxo-1,2,3,4-tetrahydroquinazolin-7-yl)benzamido)-6-fluoro-N-methylpicolinamide